alpha-n-amyl-styrene C(CCCC)C(=C)C1=CC=CC=C1